CCCCCC/C=C\CCCCCCCC(=O)OC[C@H](COP(=O)(O)OC[C@@H](C(=O)O)N)OC(=O)CC/C=C\C/C=C\C/C=C\C/C=C\C/C=C\C/C=C\CC 1-(9Z-hexadecenoyl)-2-(4Z,7Z,10Z,13Z,16Z,19Z-docosahexaenoyl)-sn-glycero-3-phosphoserine